(S)-2'-(1H-1,3-benzodiazol-2-yl)-6'-chloro-4-{[1-(2,4,6-trimethylphenyl)butyl]carbamoyl}-[1,1'-biphenyl]-2-carboxylic acid N1C(=NC2=C1C=CC=C2)C2=C(C(=CC=C2)Cl)C=2C(=CC(=CC2)C(N[C@@H](CCC)C2=C(C=C(C=C2C)C)C)=O)C(=O)O